(E)-2-(3,5-bis(trifluoromethyl)benzylidene)-6-((4-bromobenzyl)oxy)-3,4-dihydronaphthalen-1(2H)-one FC(C=1C=C(\C=C/2\C(C3=CC=C(C=C3CC2)OCC2=CC=C(C=C2)Br)=O)C=C(C1)C(F)(F)F)(F)F